FC(CCNC=1C(C(C1)=O)=O)(F)F ((3,3,3-trifluoropropyl)amino)cyclobut-3-ene-1,2-dione